tert-Butyl N-tert-butoxycarbonyl-N-[7-[[2-oxo-2-[rac-(2S,5R)-4-cyclobutyl-5-methyl-2-phenyl-piperazin-1-yl]acetyl]amino]-2-tetrahydropyran-2-yl-pyrazolo[4,3-c]pyridin-4-yl]carbamate C(C)(C)(C)OC(=O)N(C(OC(C)(C)C)=O)C1=NC=C(C=2C1=CN(N2)C2OCCCC2)NC(C(N2[C@H](CN([C@@H](C2)C)C2CCC2)C2=CC=CC=C2)=O)=O |r|